C1C(=CC2=CC=CC=C12)C1=C(C=CC=C1)C1=C(C=CC=C1)C1CC(C2=CC=CC=C12)OC 2-(1H-inden-2-yl)-2'-(3-methoxy-2,3-dihydro-1H-inden-1-yl)biphenyl